methyl 4-bromo-1-phenyl-1H-indole-6-carboxylate BrC1=C2C=CN(C2=CC(=C1)C(=O)OC)C1=CC=CC=C1